C(N)(=O)C1=NN(C2=CC=C(C=C12)NC(OC(C)(C)C)=O)CC(=O)N([C@@H](CO)C)CC(=O)NCC1=C(C(=CC=C1)Cl)F (R)-tert-butyl (3-carbamoyl-1-(2-((2-((3-chloro-2-fluorobenzyl)amino)-2-oxoethyl)(1-hydroxypropan-2-yl)amino)-2-oxoethyl)-1H-indazol-5-yl)carbamate